C(C)(C)(C)OC(=O)N1[C@@]2(CO[C@H](C1)C2)C=C (1S,4R)-4-vinyl-2-oxa-5-azabicyclo[2.2.1]Heptane-5-carboxylic acid tert-butyl ester